2-(3-(9H-carbazol-3-yl)phenyl)-1-phenyl-1H-phenanthro[9,10-d]imidazole C1=CC(=CC=2C3=CC=CC=C3NC12)C=1C=C(C=CC1)C1=NC2=C(N1C1=CC=CC=C1)C1=CC=CC=C1C=1C=CC=CC12